4-(4-{[4-Chloro-2-(trifluoromethyl)phenoxy]methyl}-3-methoxyphenyl)-2H,4H,5H,6H,7H-pyrazolo[3,4-b]pyridin-6-one ClC1=CC(=C(OCC2=C(C=C(C=C2)C2C=3C(NC(C2)=O)=NNC3)OC)C=C1)C(F)(F)F